(R)-N-(3-(4-chlorophenyl)pyrrolidin-3-yl)-4-(trifluoromethoxy)benzamide ClC1=CC=C(C=C1)[C@]1(CNCC1)NC(C1=CC=C(C=C1)OC(F)(F)F)=O